cyclopropyl-(8-(5-fluoro-6-methoxy-4-methylbenzo[d]thiazol-2-yl)-3-methoxyquinoxalin-6-yl)methanol C1(CC1)C(O)C=1C=C2N=C(C=NC2=C(C1)C=1SC2=C(N1)C(=C(C(=C2)OC)F)C)OC